4-Chloro-1-butanol ClCCCCO